B(O)(O)O.F[C@@]1(C(N(CCC1)C[K])(F)F)C (S)-trifluoro((3-methylpiperidin-1-yl)methyl)potassium borate